[C@@H]1([C@@H](O)[C@H](O)[C@H](O1)CO)N1C2=NC=NC=C2N=C1 9-β-D-arabinofuranosylpurine